4-[(3-Ethynyl-phenyl)amino]-6-{1-[(morpholine-4-yl)carbonyl]-piperidine-4-yloxy}-7-methoxy-quinazoline C(#C)C=1C=C(C=CC1)NC1=NC=NC2=CC(=C(C=C12)OC1CCN(CC1)C(=O)N1CCOCC1)OC